BrC1=CC=C2C(=C(C(N(C2=C1)C)=O)C#N)N1CC2(CN(C2)C2=CC=C(C=C2)OC(F)(F)F)CC1 7-bromo-1-methyl-2-oxo-4-{2-[4-(trifluoromethoxy)phenyl]-2,6-diazaspiro[3.4]octan-6-yl}-1,2-dihydroquinoline-3-carbonitrile